FC1=C(C=2C(=NSN2)C(=C1F)C=1SC=CC1)C=1SC=CC1 5,6-difluoro-4,7-di(thiophen-2-yl)benzo[c][1,2,5]thiadiazole